5-methyl-1-(4-(4-(1-methyl-2,5-dihydro-1H-pyrrol-3-yl)benzyl)phenyl)-1H-pyrazole-3-carboxamide CC1=CC(=NN1C1=CC=C(C=C1)CC1=CC=C(C=C1)C=1CN(CC1)C)C(=O)N